ClCC1=CC=C(C=C1)N1C(=NC=2C1=NC(=CC2)C2=NN(C=N2)C(F)F)C=2C(=NC=CC2)N 3-(3-(4-(Chloromethyl)phenyl)-5-(1-(difluoromethyl)-1H-1,2,4-triazol-3-yl)-3H-imidazo[4,5-b]pyridin-2-yl)pyridin-2-amine